N-[1-(4-acetamidophenyl)sulfonyl-4-piperidyl]-3,5-dimethyl-1H-pyrrole-2-carboxamide C(C)(=O)NC1=CC=C(C=C1)S(=O)(=O)N1CCC(CC1)NC(=O)C=1NC(=CC1C)C